N1C=C(C=2C1=NC=CC2)C(=O)\N=C\2/SC=CN2C2=CC=C1CCN(CC1=C2)C(=O)OC(C)(C)C (Z)-tert-butyl 7-(2-((1H-pyrrolo[2,3-b]pyridine-3-carbonyl)imino)thiazol-3(2H)-yl)-3,4-dihydroisoquinoline-2(1H)-carboxylate